C(C)(C)C1=C(C=CC=C1)C=1N=NC(=CN1)CN (3-(2-isopropylphenyl)-1,2,4-triazin-6-yl)methylamine